NCCOC(CCCC)=O.ClC=1C=C(C=CC1F)NC(C1=CC(=CC=C1)B(O)O)=O N-(3-CHLORO-4-FLUOROPHENYL)3-BORONOBENZAMIDE aminoethyl-valerate